3,4,5-trimethylphenylboronic acid CC=1C=C(C=C(C1C)C)B(O)O